4-[5-(2-aminoethyl)pyrimidin-2-yl]-3-(6-piperidin-1-ylpyridazin-4-yl)sulfanylbenzonitrile NCCC=1C=NC(=NC1)C1=C(C=C(C#N)C=C1)SC1=CN=NC(=C1)N1CCCCC1